6-[5-[(1S)-1-aminoethyl]-3-(dimethylamino)-1,2,4-triazol-1-yl]pyridine-3-carboxylic acid methyl ester-hydrochloride Cl.COC(=O)C=1C=NC(=CC1)N1N=C(N=C1[C@H](C)N)N(C)C